17-((2R)-5-((((6-bromohexyl)oxy)dimethylsilyl)oxy)-5-(((Z)-octadec-9-en-1-yl)oxy)pentan-2-yl)-10,13-dimethylhexadecahydro-1H-cyclopenta[a]phenanthren-3-yl pivalate C(C(C)(C)C)(=O)OC1CCC2(C3CCC4(C(CCC4C3CCC2C1)[C@H](C)CCC(OCCCCCCCC\C=C/CCCCCCCC)O[Si](C)(C)OCCCCCCBr)C)C